Cl.ClC=1C=C(OC2=C3C(=NC=C2)NC=C3C3=NC(=NC=C3)O)C=CC1 4-(4-(3-chlorophenoxy)-1H-pyrrolo[2,3-b]pyridin-3-yl)pyrimidin-2-ol hydrochloride